O1C(OCC1)C=1C=C(C=CC1C(=O)OC)N1CCC2(CN(C2)C(=O)OC(C)(C)C)CC1 tert-butyl 7-(3-(1,3-dioxolan-2-yl)-4-(methoxycarbonyl) phenyl)-2,7-diazaspiro[3.5]nonane-2-carboxylate